(2r,3r,4r,5s)-3,4,5-tris(benzyloxy)-2-methyl-1-(4-((tetrahydrofuran-3-yl)oxy)phenethyl)piperidine C(C1=CC=CC=C1)O[C@@H]1[C@H](N(C[C@@H]([C@H]1OCC1=CC=CC=C1)OCC1=CC=CC=C1)CCC1=CC=C(C=C1)OC1COCC1)C